(CIS)-8-(3-chlorophenyl)-8-(dimethylamino)-1,3-diazaspiro[4.5]decan-2-one ClC=1C=C(C=CC1)C1(CCC2(CNC(N2)=O)CC1)N(C)C